azobisisobutyric acid CC(C)(C(=O)O)N=NC(C)(C)C(=O)O